C1(=CC=CC2=CC=CC=C12)[C@@H](C)N1CC2(C1)CC(C2)(C(=O)OC(C)C)C(=O)OC(C)C diisopropyl (R)-2-(1-(naphthalen-1-yl)ethyl)-2-azaspiro[3.3]heptane-6,6-dicarboxylate